C(C1=CC=CC=C1)N1CC=2C=CC(=NC2C(C1)C(F)(F)F)Cl 6-benzyl-2-chloro-8-(trifluoromethyl)-5,6,7,8-tetrahydro-1,6-naphthyridine